C(=O)O.ClC=1C2=C(N=CN1)C(=CN2C2=CC=CC=C2)C=2C=CC(=NC2)OCCCN(C)C {3-[5-(4-chloro-5-phenyl-5H-pyrrolo[3,2-d]pyrimidin-7-yl)-pyridin-2-yloxy]-propyl}dimethylamine formic acid salt